N[C@H](C(=O)NC1=C(C=C(C(=C1)COC)C(C(NCC(F)(F)F)=O)C)F)C(C1CC1)C1CC1 (2S)-2-amino-3,3-dicyclopropyl-N-(2-fluoro-5-(methoxymethyl)-4-(1-oxo-1-((2,2,2-trifluoroethyl)amino)propan-2-yl)phenyl)propanamide